((2R,5S)-2,5-dimethylmorpholino)((1R,4S)-4-(4-((R)-3-((2,5,7-trimethyl-[1,2,4]triazolo[1,5-a]pyrimidin-6-yl)oxy)pyrrolidin-1-yl)phenyl)cyclohexyl)methanone C[C@H]1OC[C@@H](N(C1)C(=O)C1CCC(CC1)C1=CC=C(C=C1)N1C[C@@H](CC1)OC=1C(=NC=2N(C1C)N=C(N2)C)C)C